6,7-dichloro-2-methyl-10-(1H-pyrazol-4-yl)-1,2-dihydropyrazino[1,2-a]indol-3(4H)-one ClC1=C(C=CC=2C(=C3N(C12)CC(N(C3)C)=O)C=3C=NNC3)Cl